(4R,5S,6R)-6-(acetoxymethyl)-5-hydroxytetrahydro-2H-pyran-2,4-diyl diacetate C(C)(=O)OC1O[C@@H]([C@H]([C@@H](C1)OC(C)=O)O)COC(C)=O